C1(CC1)[C@H](CNC(=O)C1=NN(C(N1)=O)C)[C@H](C)C1=C(C=C(C=C1)F)F N-((2S,3S)-2-cyclopropyl-3-(2,4-difluorophenyl)butyl)-1-methyl-5-oxo-4,5-dihydro-1H-1,2,4-triazole-3-carboxamide